ClC1=C2C(=CC(=C1)O2)Cl 2,6-dichloro-1,4-phenylene oxide